ClC=1C=C2C=NN(C2=CC1N1CCC(CC1)OC)C=1C=NN(C1)C1CC1 5-chloro-1-(1-cyclopropyl-1H-pyrazol-4-yl)-6-(4-methoxypiperidin-1-yl)-1H-indazole